NC(CCN=C=NCC)N(C)C amino-1-ethyl-3-(3-dimethylaminopropyl)carbodiimide